4-(1,9-diazaspiro[4.5]decan-9-yl)-1H-pyrrolo[2,3-b]pyridin N1CCCC12CCCN(C2)C2=C1C(=NC=C2)NC=C1